5-[(2R)-4-fluoro-6-hydroxy-2-{[(3-hydroxy-3-methylbutyl)amino]methyl}-2,3-dihydro-1-benzofuran-5-yl]-1λ6,2,5-thiadiazolidine-1,3-dione FC1=C(C(=CC2=C1C[C@@H](O2)CNCCC(C)(C)O)O)N2CC(N[SH2]2=O)=O